N1=CC=C(C=C1)C(CCO)O (pyridin-4-yl)propane-1,3-diol